rel-(R)-1-(4-(2,6-dioxopiperidin-3-yl)phenyl)piperidine-4-carboxylic acid O=C1NC(CC[C@@H]1C1=CC=C(C=C1)N1CCC(CC1)C(=O)O)=O |o1:6|